N-(4-amino-1H-pyrazolo[4,3-c]pyridin-7-yl)-2-oxo-2-[rac-(2S,5R)-2-isopropyl-5-methyl-1-piperidyl]acetamide NC1=NC=C(C2=C1C=NN2)NC(C(N2[C@@H](CC[C@H](C2)C)C(C)C)=O)=O |r|